COC([C@H](CC1=CC=C(C=C1)N1C(C2(C3=CC=CC(=C13)F)CC2)=O)N)=O (S)-2-amino-3-(4-(7'-fluoro-2'-oxospiro[cyclopropane-1,3'-indoline]-1'-yl)phenyl)propanoic acid methyl ester